FC1=CC=C(C=C1)[C@H]1N(CCC1)C=1C=2N(N=C(C1)C=1C(NC(NC1)=O)=O)C=CN2 (S)-5-(8-(2-(4-fluorophenyl)pyrrolidin-1-yl)imidazo[1,2-b]pyridazin-6-yl)pyrimidine-2,4(1H,3H)-dione